CN(C1=NC=C(C(=O)OC)C=C1F)C methyl 6-(dimethylamino)-5-fluoronicotinate